Cl.C(C1=CC=CC=C1)N1CCC(CCC1)N1N=CC=C(C1=O)C1=CC=CC=C1 2-(1-benzylazepan-4-yl)-4-phenyl-2,3-dihydropyridazin-3-one hydrochloride